(7-fluoro-6-vinylquinazolin-4-yl)-2,7-diazaspiro[3.5]nonane-7-carboxylate FC1=C(C=C2C(=NC=NC2=C1)OC(=O)N1CCC2(CNC2)CC1)C=C